Di-tert-butyl-di-iso-propoxysilane C(C)(C)(C)[Si](OC(C)C)(OC(C)C)C(C)(C)C